(S)-(4-(6-bromo-1H-benzo[d]imidazol-2-yl)-6,7-dihydro-1H-imidazo[4,5-c]pyridin-5(4H)-yl)(thiazol-5-yl)methanone BrC=1C=CC2=C(NC(=N2)[C@H]2N(CCC3=C2N=CN3)C(=O)C3=CN=CS3)C1